(R)-1-(4-((4-(aminomethyl)benzyl)oxy)phenyl)-3-((2-(3-methyl-2,6-dioxopiperidin-3-yl)-1-oxoisoindolin-5-yl)methyl)urea NCC1=CC=C(COC2=CC=C(C=C2)NC(=O)NCC=2C=C3CN(C(C3=CC2)=O)[C@]2(C(NC(CC2)=O)=O)C)C=C1